5-[4-(2-[1-[1-(5-aminoisoquinolin-3-yl)pyrrolo[2,3-c]pyridin-5-yl]piperidin-4-yl]ethyl)piperazin-1-yl]-2-(2,6-dioxopiperidin-3-yl)isoindole-1,3-dione NC1=C2C=C(N=CC2=CC=C1)N1C=CC=2C1=CN=C(C2)N2CCC(CC2)CCN2CCN(CC2)C=2C=C1C(N(C(C1=CC2)=O)C2C(NC(CC2)=O)=O)=O